O1COC2=C1C=CC=C2O[C@@H](CCNC)C=2SC(=CC2)Cl (S)-3-(benzo[d][1,3]dioxol-4-yloxy)-N-methyl-3-(5-chlorothien-2-yl)propan-1-amine